(9S)-1-(3-aminopropyl)-9-ethyl-5-fluoro-9-hydroxy-4-methyl-1,2,3,9,12,15-hexahydro-10H,13H-benzo[de]pyrano[3',4':6,7]indolizino[1,2-b]quinoline-10,13-dione NCCCC1CCC=2C=3C1=C1C(=NC3C=C(C2C)F)C2=CC3=C(C(N2C1)=O)COC([C@]3(O)CC)=O